C(C)OC1CN(C1)C(=O)O[C@@H]1CC[C@H](CC1)C(N(C[C@@H]1CC[C@H](CC1)C1=NC(=C(C=C1)OC)C)C1=NC=CC(=C1)C=1N=C(OC1)C1CC1)=O trans-4-((4-(2-Cyclopropyloxazol-4-yl)-pyridine-2-yl)((trans-4-(5-methoxy-6-methylpyridin-2-yl)-cyclohexyl)methyl)-carbamoyl)cyclohexyl 3-ethoxyazetidine-1-carboxylate